dimethyl (3-oxo-1,3-dihydro-2-benzofuran-1-yl)phosphonate O=C1OC(C2=C1C=CC=C2)P(OC)(OC)=O